2-(Dimethylamino)-N-(5-(4-oxo-3,4-dihydrophthalazin-1-yl)-1H-benzimidazol-2-yl)acetamide CN(CC(=O)NC1=NC2=C(N1)C=CC(=C2)C2=NNC(C1=CC=CC=C21)=O)C